C(C)(=O)O.C1(=CC=CS1)C(=O)C=1C=C2C=3C=C(C=CC3N(C2=CC1)CC)C(CCC1CCCC1)=NO 1-(6-thenoyl-9-ethylcarbazol-3-yl)-3-cyclopentyl-propane-1-one-oxime acetate